(R)-1-(3-Methylpiperazin-1-yl)ethane-1-thione hydrochloride Cl.C[C@@H]1CN(CCN1)C(C)=S